C1=C2C3=C(N=CC2=CC=N1)NC=C3C3CC(C3)C(=O)O 3-(7H-pyrrolo[2,3-c][2,6]naphthyridin-9-yl)cyclobutane-1-carboxylic acid